O=C1NC(=NC2=CC=CC=C12)C1CN(CC1)C1CCN(CC1)C(=O)OC(C)(C)C tert-butyl 4-(3-(4-oxo-3,4-dihydroquinazolin-2-yl)pyrrolidin-1-yl)piperidine-1-carboxylate